boron-copper-potassium [K].[Cu].[B]